(3R)-N1-[4-(3-cyanophenyl)-5-(2,6-dimethyl-4-pyridinyl)thiazol-2-yl]pyrrolidin-1,3-dicarboxamide C(#N)C=1C=C(C=CC1)C=1N=C(SC1C1=CC(=NC(=C1)C)C)NC(=O)N1C[C@@H](CC1)C(=O)N